ClC=1N=CN(C1Cl)COCC[Si](C)(C)C 4,5-dichloro-1-{[2-(trimethylsilyl)ethoxy]methyl}imidazole